NC(C(CC(=O)O)O)CC1CCCCC1 4-amino-5-cyclohexyl-3-hydroxyvaleric acid